dodecenyl-phenol C(=CCCCCCCCCCC)C1=C(C=CC=C1)O